3,3-Dimethyl-6-((2-methyl-4-(4-(trifluoromethyl)piperidin-1-yl)phenyl)amino)indolin-2-one CC1(C(NC2=CC(=CC=C12)NC1=C(C=C(C=C1)N1CCC(CC1)C(F)(F)F)C)=O)C